C(C)(C)(C)OC(NC1=CSC(=C1)Br)=O (5-bromothien-3-yl)carbamic acid tert-butyl ester